pyrrolidin-3-yl-3,4-dihydropyrazine N1CC(CC1)C1=NC=CNC1